10-[1,1'-biphenyl]-4-yl-2-(1-methylethyl)-9-oxo-9H-thioxanthenium hexafluorophosphate F[P-](F)(F)(F)(F)F.C1(=CC=C(C=C1)[S+]1C=2C=CC(=CC2C(C2=CC=CC=C12)=O)C(C)C)C1=CC=CC=C1